COC(=O)C=1C=2N(C=CC1Cl)C(=CN2)N=C(C2=CC=CC=C2)C2=CC=CC=C2 7-chloro-3-((diphenylmethylene)amino)imidazo[1,2-a]pyridine-8-carboxylic acid methyl ester